N-({5-[5-(difluoromethyl)-1,3,4-oxadiazol-2-yl]-1,3-thiazol-2-yl}methyl)-N-(pyridin-3-yl)butane-1-sulfonamide FC(C1=NN=C(O1)C1=CN=C(S1)CN(S(=O)(=O)CCCC)C=1C=NC=CC1)F